2-(3-(benzyloxy)propoxy)ethan-1-amine C(C1=CC=CC=C1)OCCCOCCN